O=C(CC1(CCN(CC1)C1=NN=C2N1C=CC=C2)C(=O)O)N(C2=CC=CC=C2)C2=CC=CC=C2 4-[2-Oxo-2-(N-phenylanilino)ethyl]-1-([1,2,4]triazolo[4,3-a]pyridin-3-yl)piperidine-4-carboxylic acid